5-methylsulfinylbenzofuran-2-carboxylic acid methyl ester COC(=O)C=1OC2=C(C1)C=C(C=C2)S(=O)C